[N+](=O)([O-])\C(\C\C=C/CCCCCCCC(=O)O)=C\CCCCC (9Z,12E)-12-nitrooctadeca-9,12-dienoic acid